OC(CN1C=NC2=C1C=C(C=C2F)C(=O)O)CCO 3-(2,4-dihydroxybutyl)-7-fluoro-benzimidazole-5-carboxylic acid